CN1C(C(=CC2=C1N=C(N=C2)NC2=CC=C(C=C2)N2CCN(CC2)C)N2CCN(C1=C(C=CC=C21)NC(OC(C)(C)C)=O)C(C=C)=O)=O tert-butyl N-[1-[8-methyl-2-[4-(4-methylpiperazin-1-yl)anilino]-7-oxo-pyrido[2,3-d]pyrimidin-6-yl]-4-prop-2-enoyl-2,3-dihydroquinoxalin-5-yl]carbamate